C1(=CC=CC=C1)C=1C(C2=CC(=CC=C2C1)OCCCC1=CC=CC=C1)=O 2-phenyl-6-(3-phenylpropoxy)-1H-inden-1-one